C(CCC)(=O)[O-].[Ti+4].C(CCC)(=O)[O-].C(CCC)(=O)[O-].C(CCC)(=O)[O-] titanium(IV) butanoate